[N+](=O)([O-])C1=C(C=CC(=C1)[N+](=O)[O-])NCCOCCOCCOCCOC[C@H]1OC[C@H]([C@@H]2[C@H]1OC(O2)(C)C)NC(C(F)(F)F)=O N-((3aR,4R,7R,7aR)-4-(13-((2,4-dinitrophenyl)amino)-2,5,8,11-tetraoxatridecyl)-2,2-dimethyltetrahydro-4H-[1,3]dioxolo[4,5-c]pyran-7-yl)-2,2,2-trifluoroacetamide